3,3',3''-((nitrilotris(methylene))tris(quinoline-4,6-diyl))tris(2-(pyrrolidin-3-yl)propanoic acid) N(CC1=CC=NC2=CC=C(C=C12)CC(C(=O)O)C1CNCC1)(CC1=CC=NC2=CC=C(C=C12)CC(C(=O)O)C1CNCC1)CC1=CC=NC2=CC=C(C=C12)CC(C(=O)O)C1CNCC1